vanadic tetrachloride [V-](Cl)(Cl)(Cl)Cl